(t-butoxycarbonyl)-D-allothreonine C(C)(C)(C)OC(=O)N[C@H]([C@H](O)C)C(=O)O